8-(piperidin-4-yl)quinoline N1CCC(CC1)C=1C=CC=C2C=CC=NC12